NC1=NC(=CC(=N1)C=1C=C(C#N)C=CC1)C=1N=NN(C1)CC=1C=NNC1 m-(2-amino-6-{1-[(1H-pyrazol-4-yl)methyl]-1H-1,2,3-triazol-4-yl}-4-pyrimidinyl)benzonitrile